[N+](=O)([O-])C1=CC=C(COC(=O)C=2N3C([C@@H]([C@H]3[C@H](C2OP(=O)(OC2=CC=CC=C2)OC2=CC=CC=C2)C)[C@@H](C)NC(CN(C(=O)OCC2=CC=C(C=C2)[N+](=O)[O-])C)=O)=O)C=C1 (4R,5R,6R)-4-nitrobenzyl-3-(diphenoxyphosphoryloxy)-4-methyl-6-((R)-1-(2-(methyl((4-nitrobenzyloxy)carbonyl)amino)acetamido)ethyl)-7-oxo-1-azabicyclo[3.2.0]hept-2-ene-2-carboxylate